ClC1=CC=C(C=N1)C=1C(N(C=CC1)C)=O 6'-Chloro-1-methyl-[3,3'-bipyridin]-2(1H)-one